Ethyl (S)-1-acetylpiperidine-3-carboxylate C(C)(=O)N1C[C@H](CCC1)C(=O)OCC